N-[6-(5-chloro-1,3-benzoxazol-2-yl)spiro[3.3]heptan-2-yl]-1-methylsulfonyl-pyrrolidine-3-carboxamide ClC=1C=CC2=C(N=C(O2)C2CC3(CC(C3)NC(=O)C3CN(CC3)S(=O)(=O)C)C2)C1